Cl.CC1(NCCCC1)CCO 2-(2-Methylpiperidin-2-yl)ethan-1-ol hydrochloride